cobalt (III) acetate nitrate [N+](=O)([O-])[O-].C(C)(=O)[O-].[Co+3]